C(C)(=O)O[Ag] acetoxysilver